(E)-dimethyl 2-butenedioate C(\C=C\C(=O)OC)(=O)OC